C1C(CC2=CC=CC=C12)N1C(=NC2=NC=CN=C2C1=O)SCC(=O)NC=1SC=CN1 2-((3-(2,3-Dihydro-1H-inden-2-yl)-4-oxo-3,4-dihydropteridin-2-yl)thio)-N-(thiazol-2-yl)acetamide